5-(8-fluoro-7-(8-fluoronaphthalen-1-yl)-2-((hexahydro-1H-pyrrolizin-7a-yl)methoxy)pyrido[4,3-d]pyrimidin-4-yl)tetrahydropyrrolo[3,4-c]pyrrole-1,3(2H,3aH)-dione FC1=C(N=CC2=C1N=C(N=C2N2CC1C(C2)C(NC1=O)=O)OCC12CCCN2CCC1)C1=CC=CC2=CC=CC(=C12)F